C(C(C)C)C1=CC(=C(C#N)C=C1)N1CCN(CC1)CC=1N=NC=C(C1)C 4-isobutyl-2-(4-((5-methylpyridazin-3-yl)methyl)piperazin-1-yl)benzonitrile